7'-[2,6-difluoro-4-[4-(trifluoromethyl)pyrazol-1-yl]phenyl]-3'-(2-pyridyl)spiro[cyclopropane-1,5'-imidazo[1,2-a]imidazole]-6'-one FC1=C(C(=CC(=C1)N1N=CC(=C1)C(F)(F)F)F)N1C(C2(N3C1=NC=C3C3=NC=CC=C3)CC2)=O